dioctene phosphate P(=O)(O)(O)O.C=CCCCCCC.C=CCCCCCC